C(C)C=1C(NC2=CC(=CN=C2C1)CN1CCN(CC1)C1=NC=CC=C1)=O 3-ethyl-7-{[4-(pyridin-2-yl)piperazin-1-yl]methyl}-1H-1,5-naphthyridin-2-one